BrC=1C=C(NC2(CCC3(C(N(C4=CC=C(C=C34)\C=C\C3=CC=CC=C3)C)=O)CC2)C(=O)O)C=CC1 (1r,4r)-4-(3-bromoanilino)-1'-methyl-2'-oxo-5'-[(E)-2-phenylethenyl]-1',2'-dihydrospiro[cyclohexane-1,3'-indole]-4-carboxylic acid